FC(C1OCOC1)(F)F 4-(trifluoromethyl)-1,3-dioxolane